2,2-dimethyl-1,3-hexanediol CC(CO)(C(CCC)O)C